C(CCCCCCCCCCC)(=O)N[C@H](C(=O)N[C@@H](CC(C)C)C(=O)OC)CC1=CC=CC2=CC=CC=C12 Methyl ((S)-2-dodecanamido-3-(naphthalen-1-yl)propanoyl)-L-leucinate